1-phenyl-7-(1-(pyridin-3-ylmethyl)-1H-pyrazol-4-yl)-2,3-dihydro-1H-benzo[d]pyrrolo[1,2-a]imidazole C1(=CC=CC=C1)C1CCC=2N1C1=C(N2)C=CC(=C1)C=1C=NN(C1)CC=1C=NC=CC1